[Na].FC1=C(C=CC(=C1)F)CNC(=N)C=1C(C(=C2N(C[C@@H]3N(C2=O)C[C@@H]2N3CCC2)C1)O)=O (4aS,13aR)-N-[(2,4-Difluorophenyl)methyl]-10-hydroxy-9,11-dioxo-2,3,4a,5,9,11,13,13a-octahydro-1H-pyrido[1,2-a]pyrrolo[1',2':3,4]imidazo[1,2-d]pyrazine-8-carboxamidine sodium salt